1,3-bis(5-(4-(tert-butyl)phenyl)-1,3,4-oxadiazol-2-yl)benzene C(C)(C)(C)C1=CC=C(C=C1)C1=NN=C(O1)C1=CC(=CC=C1)C=1OC(=NN1)C1=CC=C(C=C1)C(C)(C)C